C1(C(C=CC=C1)(S(=O)(=O)O)S(=O)(=O)O)C=CC1=CC=CC=C1 stilbene-2,2-disulfonic acid